C(C=1C(N(C=C(C1)B1OC(C(O1)(C)C)(C)C)C)=O)([2H])([2H])[2H] 3-(2H3)methyl-1-methyl-5-(tetramethyl-1,3,2-dioxaborolan-2-yl)-1,2-dihydropyridin-2-one